C(CCC)N1CCC(CC1)C(=O)NC1=NN(C2=CC=C(C=C12)C1=C(C=CC(=C1)C#N)Cl)C(C1=CC=CC=C1)(C1=CC=CC=C1)C1=CC=CC=C1 1-Butyl-N-[5-(2-chloro-5-cyanophenyl)-1-trityl-1H-indazol-3-yl]piperidine-4-carboxamide